diisobutyl keton C(C(C)C)C(=O)CC(C)C